CN1N=C(C2=CC(=CC=C12)C=1OC2=C(C=C(C=C2C(C1)=O)C)C(C)NC1=C(C(=O)O)C=CC=C1)C 2-[1-[2-(1,3-Dimethylindazol-5-yl)-6-methyl-4-oxo-chromen-8-yl]ethylamino]benzoic acid